2-[1-[2-(4,4-Dimethyl-1-piperidyl)-6-methyl-4-oxo-chromen-8-yl]ethylamino]-3-methoxy-benzoic acid CC1(CCN(CC1)C=1OC2=C(C=C(C=C2C(C1)=O)C)C(C)NC1=C(C(=O)O)C=CC=C1OC)C